serine (O-phosphate) P(=O)(O)(O)OC[C@H](N)C(=O)O